ClC=1C=C(C=CC1O)C1=CC(=C2C=NN(C2=C1)C1OCCCC1)O[C@@H]1CN(CC1)C(=O)OC(C)(C)C tert-butyl (3S)-3-((6-(3-chloro-4-hydroxyphenyl)-1-(tetrahydro-2H-pyran-2-yl)-1H-indazol-4-yl)oxy)pyrrolidine-1-carboxylate